7,13,20-trioxo-2,16-dioxa-8,12,19-triazahentriacontan-31-oate O=C(CCCCOC)NCCCNC(CCOCCNC(CCCCCCCCCCC(=O)[O-])=O)=O